CC=1N=C(C2=C(N1)CN(CC2)C(=O)OC(C)(C)C)N2C[C@@H](CCC2)NC2=NC=C(C(=C2)OC2COC2)C(F)(F)F tert-butyl (R)-2-methyl-4-(3-((4-(oxetan-3-yloxy)-5-(trifluoromethyl) pyridin-2-yl) amino) piperidin-1-yl)-5,8-dihydropyrido[3,4-d]pyrimidine-7(6H)-carboxylate